C(#N)C1=CN=C2N1N=C(C=C2NC2CC2)NC2=CC(=C(C=C2)N(CCNC(OC(C)(C)C)=O)C)CS(=O)(=O)C tert-Butyl 2-((4-(3-cyano-8-(cyclopropylamino)imidazo[1,2-b]pyridazin-6-ylamino)-2-(methylsulfonylmethyl)phenyl)(methyl)amino)ethylcarbamate